FC(C(=O)O)(F)F.NC=1N=CC(=NC1C1CN(C1)S(=O)(=O)C=1C=NN(C1)C)C=1C=C(C=CC1C)C(C(=O)N)(C(F)(F)F)O 2-(3-(5-Amino-6-(1-((1-methyl-1H-pyrazol-4-yl)sulfonyl)azetidin-3-yl)pyrazin-2-yl)-4-methylphenyl)-3,3,3-trifluoro-2-hydroxypropanamide, trifluoroacetate salt